2-(1-methyl-1H-pyrazol-4-yl)-N-(1-methylcyclopropyl)pyrido[3,4-d]pyrimidin-4-amine CN1N=CC(=C1)C=1N=C(C2=C(N1)C=NC=C2)NC2(CC2)C